ClC1=CC=CC=2N(C3=CC=CC=C3C12)C1=CC=C(C2=CC=CC=C12)C1=CC=CC=C1 4-chloro-9-(4-phenylnaphthalen-1-yl)-9H-carbazole